1-(6-(4-(trifluoromethyl)phenyl)-2-azaspiro[3.4]oct-5-en-2-yl)prop-2-en-1-one FC(C1=CC=C(C=C1)C1=CC2(CN(C2)C(C=C)=O)CC1)(F)F